[Cl-].CC1=C(C(=CC=C1)C)N1C=[N+](C=C1)C1=C(C=CC=C1C)C 1,3-bis(2,6-dimethylphenyl)imidazolium chloride salt